O=C1N(CC2=CC(=CC=C12)O[C@@H]1[C@H](CCC1)N1CC(CC1)C1=CC=CC=C1)C12C(NC(C(C1)C2)=O)=O 1-(1-oxo-5-(((1S,2S)-2-(3-phenylpyrrolidin-1-yl)cyclopentyl)oxy)isoindolin-2-yl)-3-azabicyclo[3.1.1]heptane-2,4-dione